C(C1=CC=CC=C1)N1C(C2(CC1)CCN(CC2)C(=O)C=2C=C1C=CN(C1=CC2)C)=O 2-benzyl-8-(1-methyl-1H-indole-5-carbonyl)-2,8-diazaspiro[4.5]decan-1-one